cyano-7-(2,4-dicyanophenyl)-N-methylisoindoline-5-carboxamide C(#N)C1NCC2=CC(=CC(=C12)C1=C(C=C(C=C1)C#N)C#N)C(=O)NC